FC1(CN(CC[C@H]1NC1=NN2C(C(=N1)OC)=C(C(=C2)F)C=2C=C(C1=C(N(C=N1)CCF)C2)F)C(C([2H])([2H])[2H])=O)F (R)-1-(3,3-difluoro-4-((6-fluoro-5-(4-fluoro-1-(2-fluoroethyl)-1H-benzo[d]imidazol-6-yl)-4-methoxypyrrolo[2,1-f][1,2,4]triazin-2-yl)amino)piperidin-1-yl)ethan-1-one-2,2,2-d3